3-methyl-2,7-diazaspiro[4.4]nonan-1-one TFA salt OC(=O)C(F)(F)F.CC1NC(C2(C1)CNCC2)=O